trans-(R)-4-(5-(6-chloro-3,4-dihydro-2H-benzo[b][1,4]oxazin-2-yl)-1,3,4-oxadiazol-2-yl)-N-(6-chloroquinolin-2-yl)cyclohexanecarboxamide ClC1=CC2=C(O[C@H](CN2)C2=NN=C(O2)[C@@H]2CC[C@H](CC2)C(=O)NC2=NC3=CC=C(C=C3C=C2)Cl)C=C1